F[B-](F)(F)F.C1=CC=CC1.C1=CC=CC1 dicyclopentadiene tetrafluoroborate